N[C@@H]1[C@@H](OCC12CCN(CC2)C=2NC(C1=C(N2)NN=C1C1(CC1)C1=NC=NC=C1)=O)C 6-((3S,4S)-4-amino-3-methyl-2-oxa-8-azaspiro[4.5]decan-8-yl)-3-(1-(pyrimidin-4-yl)cyclopropyl)-1,5-dihydro-4H-pyrazolo[3,4-d]pyrimidin-4-one